O1C(=CC=C1)/C=C/C=C/C(CC(=O)C1=CC=CC=C1)C1=CC=C(C=C1)OC (4E,6E)-7-(Furan-2-yl)-3-(4-methoxyphenyl)-1-phenylhepta-4,6-dien-1-one